(1S,2S)-2-fluoro-N-(1-[[2-(trimethylsilyl)ethoxy]methyl]-3-(1-[[2-(trimethylsilyl)ethoxy]methyl]-1,3-benzodiazol-5-yl)pyrrolo[2,3-b]pyridin-6-yl)cyclopropane-1-carboxamide F[C@@H]1[C@@H](C1)C(=O)NC1=CC=C2C(=N1)N(C=C2C2=CC1=C(N(C=N1)COCC[Si](C)(C)C)C=C2)COCC[Si](C)(C)C